C(CCCCC\C=C/CCCCCC)=O (Z)-tetradec-7-ene-1-al